C(CC)CN([O-])C.C(CCCCCCCCC)(=O)N decanamide propyl-dimethyl-aminoxide